O.O.[Na].[Na].S1(=S)(=S)OCCCCCCO1 hexamethylene bisthiosulfate disodium salt dihydrate